(5-(difluoromethyl)-3-(4-methoxyphenyl)isothiazol-4-yl)(phenyl)methane FC(C1=C(C(=NS1)C1=CC=C(C=C1)OC)CC1=CC=CC=C1)F